[2-(3,6-dimethyl-9H-carbazol-9-yl)ethyl]phosphoric acid CC=1C=CC=2N(C3=CC=C(C=C3C2C1)C)CCOP(O)(O)=O